ClC1=C(C=C(N=N1)C(=O)C1=NC=CC=C1)C (6-chloro-5-methylpyridazin-3-yl)(pyridin-2-yl)methanone